OC1=CC(=CC2=CC=CC=C12)SCC1=CC(=NN1C)C(=O)OC methyl 5-(((4-hydroxynaphthalen-2-yl)thio)methyl)-1-methyl-1H-pyrazole-3-carboxylate